5-[[(3,4-dimethylpyrimidino[4',5':4,5]thieno[2,3-c]pyridazin-8-yl)amino]methyl]-2-fluoro-N-(3-fluorocyclobutyl)benzamide CC1=C(C2=C(N=N1)SC1=C2N=CN=C1NCC=1C=CC(=C(C(=O)NC2CC(C2)F)C1)F)C